N-(4-fluoro-3-methylphenyl)-5-(2-((2-hydroxy-2-methylethyl)amino)-2-oxoacetyl)-1,2,4-trimethyl-1H-pyrrole-3-carboxamide FC1=C(C=C(C=C1)NC(=O)C1=C(N(C(=C1C)C(C(=O)NCC(C)O)=O)C)C)C